N=1N(N=CC1)C1=C(C=C(C=N1)NC(=O)C1=C(C=C(C=C1)C1=C(C=CC=C1)N)C)C(F)(F)F N-(6-(2H-1,2,3-triazol-2-yl)-5-(trifluoromethyl)pyridin-3-yl)-2'-amino-3-methyl-[1,1'-biphenyl]-4-carboxamide